tert-Butyl ((3S,5S)-1-(2,7-dichloro-8-fluoropyrido[4,3-d]pyrimidin-4-yl)-5-hydroxypiperidin-3-yl)carbamate ClC=1N=C(C2=C(N1)C(=C(N=C2)Cl)F)N2C[C@H](C[C@@H](C2)O)NC(OC(C)(C)C)=O